Cl.FC(OC1=C(N)C=CC=C1)(F)F 2-(trifluoromethoxy)aniline hydrochloride